5-cyano-2-(diethoxyphosphoryl)pentanoate C(#N)CCCC(C(=O)[O-])P(=O)(OCC)OCC